C1(=CC=CC=C1)C1(CC2=C(N=C(S2)N)CC1)N1CCCCC1 6-phenyl-6-(piperidin-1-yl)-4,5,6,7-tetrahydrobenzothiazol-2-amine